3,7-diazabicyclo[3.3.0]octane C12CNCC2CNC1